O(C1=CC=CC=C1)C1=CC=C(C=C1)C1=NN(C2=NC=NC(=C21)N)C2CNCCC2 (4-phenoxyphenyl)-1-(piperidin-3-yl)-1H-pyrazolo[3,4-D]pyrimidin-4-amine